[Ni].[Sb].[Sn].ClC=1C=C2CCC[C@](C2=CC1)(C(OC)OC)CO (R)-(6-chloro-1-(dimethoxymethyl)-1,2,3,4-tetrahydronaphthalen-1-yl)methanol tin antimony nickel